(6S)-5-[2',4'-difluoro-2-(trifluoromethyl)[1,1'-biphenyl]-4-yl]-6-methyl-3,6-dihydro-2H-1,3,4-oxadiazin-2-one FC1=C(C=CC(=C1)F)C1=C(C=C(C=C1)C1=NNC(O[C@H]1C)=O)C(F)(F)F